3-(5-cyano-4-morpholinopyridin-2-yl)-1-(6-formyl-5-((4-methyl-2-oxopiperazin-1-yl)methyl)pyridin-2-yl)-1-methylurea C(#N)C=1C(=CC(=NC1)NC(N(C)C1=NC(=C(C=C1)CN1C(CN(CC1)C)=O)C=O)=O)N1CCOCC1